CC(CCO)CO 3-methyltetramethylene glycol